7-bromo-1,3,4,9-tetrahydro-2H-pyrido[3,4-b]indole-2,3-dicarboxylic acid BrC1=CC=C2C3=C(NC2=C1)CN(C(C3)C(=O)O)C(=O)O